3,6-di(imidazolyl)-1,2,4,5-tetrazine N1C(=NC=C1)C=1N=NC(=NN1)C=1NC=CN1